N1C(=NC=2C=NC=CC21)C=2C=C(C=CC2)NC2=NC=C(C=C2)C=2N=NC=CC2 N-(3-{1H-imidazolo[4,5-c]pyridin-2-yl}phenyl)-5-(pyridazin-3-yl)pyridin-2-amine